FC(CN1C(=CC2=C(C=CC=C12)NC1CCN(CC1)CC(COC)O)C#CCNC1=C(C=C(C=C1)S(=O)(=O)C)OC)(C)F 1-(4-{[1-(2,2-difluoropropyl)-2-{3-[(4-methanesulfonyl-2-methoxyphenyl)amino]prop-1-yn-1-yl}-1H-indol-4-yl]amino}piperidin-1-yl)-3-methoxypropan-2-ol